N-(2-{4-[(aminosulfonyl)amino]hexahydropyridin-1-yl}-3,5-difluorophenyl)-8-(2-fluoro-6-methoxyphenyl)imidazo[3,2-a]pyrazine-6-carboxamide NS(=O)(=O)NC1CCN(CC1)C1=C(C=C(C=C1F)F)NC(=O)C=1N=C(C=2N(C1)C=CN2)C2=C(C=CC=C2OC)F